tert-Butyl (4-(aminomethyl)benzyl)carbamat NCC1=CC=C(CNC(OC(C)(C)C)=O)C=C1